butyl 3-(4-(methylsulfonyl)phenethyl)piperidine-1-carboxylate CS(=O)(=O)C1=CC=C(CCC2CN(CCC2)C(=O)OCCCC)C=C1